ClC1=CC(=NC(=C1)OC)C(=O)N(C)OC 4-Chloro-N,6-dimethoxy-N-methylpicolinamide